2-(bromomethyl)-3-{[(tert-butyldimethylsilyl)oxy]methyl}-4-methylpyridine BrCC1=NC=CC(=C1CO[Si](C)(C)C(C)(C)C)C